2-[4-(4-tertButyloxycarbonyl-1,2,3,6-Tetrahydropyridin-4-yl)-6-(4-hydroxy-piperidin-1-yl)-pyrimidin-2-ylamino]-4-methylthiazole-5-carboxylic acid ethyl ester C(C)OC(=O)C1=C(N=C(S1)NC1=NC(=CC(=N1)C1(CCNCC1)C(=O)OC(C)(C)C)N1CCC(CC1)O)C